CC=1C(=NC=CC1)C1=CC=C(C=C1)C=1NN=C2N=CC(=CC21)C=2C=CC1=C(CC[C@H](CC1)N1C3COCC1C3)C2 6-[(7S)-2-{3-[4-(3-Methylpyridin-2-yl)phenyl]-2H-pyrazolo[3,4-b]pyridin-5-yl}-6,7,8,9-tetrahydro-5H-benzo[7]annulen-7-yl]-3-oxa-6-azabicyclo[3.1.1]heptane